FC=1C=C2C=NN(C2=C(C1O)F)C1=NC=C(C=C1)N1CCN(CC1)S(=O)(=O)C 5,7-Difluoro-1-(5-(4-(methylsulfonyl)piperazin-1-yl)pyridin-2-yl)-1H-indazol-6-ol